C(C)(C)NC1=NC(=NC(=N1)NC1=CC(=NC=C1)C(F)(F)F)C=1C=C(C=CC1)CO {3-[4-isopropylamino-6-(2-trifluoromethyl-pyridin-4-ylamino)-[1,3,5]triazin-2-yl]-phenyl}-methanol